CC1=C(/C=N/O)C=CC(=C1)NC1=CC=C(C=C1)N1CCC(CC1)C(F)(F)F (E)-2-methyl-4-((4-(4-(trifluoromethyl)piperidin-1-yl)phenyl)amino)benzaldehyde oxime